6-chloro-1-methyl-8-[4-(quinolin-2-ylmethoxy)-phenyl]-9H-pyrido[3,4-b]indole ClC=1C=C2C3=C(NC2=C(C1)C1=CC=C(C=C1)OCC1=NC2=CC=CC=C2C=C1)C(=NC=C3)C